tetratriacontyl eicos-11-enoate C(CCCCCCCCCC=CCCCCCCCC)(=O)OCCCCCCCCCCCCCCCCCCCCCCCCCCCCCCCCCC